O=C1NC(CCC1N1C(C=2C=C3C(=CC2C1=O)OC(CO3)CO)=O)=O 7-(2,6-dioxopiperidin-3-yl)-2-(hydroxymethyl)-2,3-dihydro-6H-[1,4]dioxino[2,3-f]isoindole-6,8(7H)-dione